[Si](C)(C)(C(C)(C)C)OCC=1C=C(C=C(C1B1OCC(CO1)(C)C)F)NC1=NC=C(C(=N1)N[C@@H]1COCC[C@H]1C#N)Cl (trans)-3-((2-((3-(((tert-butyldimethylsilyl)oxy)methyl)-4-(5,5-dimethyl-1,3,2-dioxaborinan-2-yl)-5-fluorophenyl)amino)-5-chloropyrimidin-4-yl)amino)tetrahydro-2H-pyran-4-carbonitrile